trans-1-[5-(1H-Benzotriazol-5-carbonyl)-3a-methoxy-3,4,6,6a-tetrahydro-1H-pyrrolo[3,4-c]pyrrol-2-yl]-3-[4-(trifluoromethoxy)phenyl]propan-1-on N1N=NC2=C1C=CC(=C2)C(=O)N2C[C@H]1[C@](C2)(CN(C1)C(CCC1=CC=C(C=C1)OC(F)(F)F)=O)OC